CC(C)(C)OC(=O)N(C)C#CC(CN(C)C1C[C@H](CC1)N)F {7-[(3S)-3-aminocyclopentyl]-5-fluoro-2,7-diazaoctyne-2-yl}methanoic acid-2-methylpropan-2-yl ester